C(#N)[C@H](C[C@H]1C(NCC1)=O)NC(=O)[C@@H]1[C@H]2C([C@H]2CN1C([C@H](NC(C(F)(F)F)=O)CC1CCC1)=O)(C)C (1r,2S,5S)-N-{(1S)-1-cyano-2-[(3S)-2-oxopyrrolidin-3-yl]ethyl}-3-[3-cyclobutyl-N-(trifluoroacetyl)-D-alaninyl]-6,6-dimethyl-3-azabicyclo[3.1.0]hexane-2-carboxamide